(4-sec-pentylcyclohexyl)cyclohexyl fumarate C(\C=C\C(=O)[O-])(=O)OC1(CCCCC1)C1CCC(CC1)C(C)CCC